N4',N4'-dimethylbiphenyl-4,4'-diamine CN(C1=CC=C(C=C1)C1=CC=C(C=C1)N)C